6-[(1-tert-Butyl-3-piperidyl)amino]-3-[2-hydroxy-4-(trifluoromethyl)phenyl]-4-methyl-1,2,4-triazin-5-on C(C)(C)(C)N1CC(CCC1)NC=1C(N(C(=NN1)C1=C(C=C(C=C1)C(F)(F)F)O)C)=O